(2R,4S)-2-(cyanomethyl)-4-({6-[(1S)-1-[(2S)-4,4-difluoro-1-methylpyrrolidin-2-yl]ethoxy]-2-[N'-hydroxycarbamimidoyl]pyrimidin-4-yl}oxy)piperidine-1-carboxylic acid tert-butyl ester C(C)(C)(C)OC(=O)N1[C@@H](C[C@H](CC1)OC1=NC(=NC(=C1)O[C@@H](C)[C@H]1N(CC(C1)(F)F)C)C(N)=NO)CC#N